1,2-Dimyristoyl-sn-Glycero-3-Phosphoethanolamine C(CCCCCCCCCCCCC)(=O)OC[C@@H](OC(CCCCCCCCCCCCC)=O)COP(=O)(O)OCCN